4-Bromo-5-fluoro-3,6-dihydro-1H-furo[3,4-f]quinolin-7-one BrC1=C2C(=C3C=CC(NC3=C1F)=O)COC2